Methyl 4-((2-(1,1-dioxidotetrahydro-2H-thiopyran-4-yl)ethyl)amino)-3-methoxy-5-nitrobenzoate O=S1(CCC(CC1)CCNC1=C(C=C(C(=O)OC)C=C1[N+](=O)[O-])OC)=O